C(=O)(OC(C)(C)C)N1C[C@H](CCC1)C(=O)O (S)-1-Boc-piperidine-3-carboxylic acid